O=C1NCC[C@@H]1NC1=CC(=NC(=N1)C1=CC2=C(N(C=N2)C2=CC=C(C=C2)C(F)(F)F)C=C1)C(=O)N (S)-6-((2-oxopyrrolidin-3-yl)amino)-2-(1-(4-(trifluoromethyl)phenyl)-1H-benzo[d]imidazol-5-yl)pyrimidine-4-carboxamide